C(C1=CC=CC=C1)[C@H]1N(CCN(C1)S(=O)(=O)C)C1=CC2=C(C=N1)C(=NN2C2COC2)C=2C(=C(C(=C(C2)C(F)(F)F)F)O)F (R)-3-(6-(2-Benzyl-4-(methylsulfonyl)piperazin-1-yl)-1-(oxetan-3-yl)-1H-pyrazolo[4,3-c]pyridin-3-yl)-2,6-difluoro-5-(trifluoromethyl)phenol